O-allylcytidine C(C=C)O[C@H]1[C@@H](O[C@@H]([C@H]1O)CO)N1C(=O)N=C(N)C=C1